ClC=1C=CC(=C(CNCCC2=C(C=CC(=C2)OC)OC)C1)C N-(5-chloro-2-methylbenzyl)-2-(2,5-dimethoxyphenyl)ethan-1-amine